ClC1=CC(=C(C=C1Cl)C(C1CCN(CC1)C(=O)[C@@H]1CN(CC1)C(=O)OC(C)(C)C)NS(=O)C(C)(C)C)O (3S)-tert-butyl 3-(4-((4,5-dichloro-2-hydroxyphenyl)(1,1-dimethylethylsulfinamido)methyl)piperidine-1-carbonyl)pyrrolidine-1-carboxylate